BrC=1C=C(C(=NC1)F)C(C)=O 1-(5-bromo-2-fluoropyridin-3-yl)ethan-1-one